C(C)(C)(C)N1N=CC2=C1C(N(N=C2C)CC(=O)N[C@@H](C)C2=CC=C(C=C2)C)=O (S)-2-(1-(tert-butyl)-4-methyl-7-oxo-1,7-dihydro-6H-pyrazolo[3,4-d]pyridazin-6-yl)-N-(1-(p-tolyl)ethyl)acetamide